N-carbethoxyphthalimide CCOC(=O)N1C(=O)C2=CC=CC=C2C1=O